N5-(4-chlorophenyl)thiazole-2,5-diamine ClC1=CC=C(C=C1)NC1=CN=C(S1)N